tert-butyl (3-(4-formylbenzyl)cyclobutyl)(methyl)carbamate C(=O)C1=CC=C(CC2CC(C2)N(C(OC(C)(C)C)=O)C)C=C1